C(C)(C)N(C(C)C)CC1=CC(=C(CSC2=C3CN(C(C3=CC=C2)=O)C2C(NC(CC2)=O)=O)C=C1)F 3-(4-((4-((diisopropylamino)methyl)-2-fluorobenzyl)thio)-1-oxoisoindolin-2-yl)piperidine-2,6-dione